methyl 2-(prop-1-yn-1-yl)cyclopropane-1-carboxylate C(#CC)C1C(C1)C(=O)OC